BrC1=CC(=CC2=C1N=NN2C)CS (7-bromo-3-methyl-1,2,3-benzotriazol-5-yl)methanethiol